rac-3-[4-(1H-imidazol-4-ylsulfonyl)morpholin-2-yl]benzothiophene N1C=NC(=C1)S(=O)(=O)N1C[C@H](OCC1)C1=CSC2=C1C=CC=C2 |r|